5-(1-naphthyl)-2-norbornene C1(=CC=CC2=CC=CC=C12)C1C2C=CC(C1)C2